3-(6-chloro-5-fluoropyridin-3-yl)-5-((R)-1-(3,5-dichloropyridin-4-yl)ethoxy)-6-methyl-1-(tetrahydro-2H-pyran-2-yl)-1H-indazole ClC1=C(C=C(C=N1)C1=NN(C2=CC(=C(C=C12)O[C@H](C)C1=C(C=NC=C1Cl)Cl)C)C1OCCCC1)F